1-{6-Cyclopentyl-3,3-dimethyl-1H,2H,3H-pyrrolo[3,2-c]pyridin-1-yl}-2-[(2R,5R)-2-(methoxymethyl)-5-methylpiperazin-1-yl]-ethan-1-one, hydrochloride salt Cl.C1(CCCC1)C1=CC2=C(C=N1)C(CN2C(CN2[C@H](CN[C@@H](C2)C)COC)=O)(C)C